3-Bromo-6-(2,6-difluoro-4-(2-meth-yl-2H-indazol-4-yl)benzyl)-5H-pyrrolo[3,4-b]-pyridine-5,7(6H)-dione BrC=1C=C2C(=NC1)C(N(C2=O)CC2=C(C=C(C=C2F)C=2C1=CN(N=C1C=CC2)C)F)=O